C(C)OC(=O)C=1NC2=CC(=CC(=C2C1)NC1=CC(=C(C(=C1)OC)OC)OC)NC(C)=O 4-((3,4,5-trimethoxyphenyl)amino)-6-acetylamino-1H-indole-2-carboxylic acid ethyl ester